N1N=NN=[SiH]1 tetra-azasilol